1,3-Bis[2-(4-hydroxyphenyl)-2-propyl]benzol OC1=CC=C(C=C1)C(C)(C)C1=CC(=CC=C1)C(C)(C)C1=CC=C(C=C1)O